[N+](=[N-])=C1CCC12CCCCC2 diazospiro[3.5]nonane